O1S(OC(C1)C1OS(OC1)=O)=O [4,4'-bi(1,3,2-dioxathiolane)]-2,2'-dioxide